N-(tert-butyl)hydrazine C(C)(C)(C)NN